OC1=C(C=CC(=C1)C(F)(F)F)C=1N=C(C2=C(N1)N=C(S2)N[C@H]2CN(CCC2)C)C#N (R)-5-(2-hydroxy-4-(trifluoromethyl)phenyl)-2-((1-methylpiperidin-3-yl)amino)thiazolo[4,5-d]pyrimidine-7-carbonitrile